O=C1N(C(C2=CC=CC=C12)=O)CN1CCC(C(=C1)OCC(C)(C)F)=O 1-((1,3-dioxoisoindolin-2-yl)methyl)-5-(2-fluoro-2-methylpropoxy)-4-oxo-3,4-dihydropyridine